(S)-ethyl 8-(2-amino-6-((R)-2,2,2-trifluoro-1-(3'-methoxy-4'-(pyrrolidine-1-carbonyl)-[1,1'-biphenyl]-4-yl)ethoxy)pyrimidin-4-yl)-2,8-diazaspiro[4.5]decane-3-carboxylate NC1=NC(=CC(=N1)N1CCC2(C[C@H](NC2)C(=O)OCC)CC1)O[C@@H](C(F)(F)F)C1=CC=C(C=C1)C1=CC(=C(C=C1)C(=O)N1CCCC1)OC